The molecule is a member of the class of imidazo[2,1-b][1,3]oxazines in which the hydrogen at position 2 is substituted by a nitro group and in which the oxazine ring is fully saturated. It is a C-nitro compound, a member of imidazo[2,1-b][1,3]oxazines and a bicyclic nitroimidazole. C1CN2C=C(N=C2OC1)[N+](=O)[O-]